bicyclo[2.2.1]-5-heptene-2,3-dicarboxylic acid zinc [Zn].C12C(C(C(C=C1)C2)C(=O)O)C(=O)O